1-(4-((5-(3,5-dimethylisoxazol-4-yl)-2-methylphenyl)(5-((2-(2,6-dioxopiperidin-3-yl)-6-fluoro-1,3-dioxoisoindol-5-yl)amino)-3-methylpentanyl)amino)phenyl)cyclopropane-1-carbonitrile CC1=NOC(=C1C=1C=CC(=C(C1)N(C1=CC=C(C=C1)C1(CC1)C#N)CCC(CCNC=1C=C2C(N(C(C2=CC1F)=O)C1C(NC(CC1)=O)=O)=O)C)C)C